(E)-N-(5-chloro-2-methylphenyl)-3-(2-oxo-2,3-dihydrobenzo[d]oxazol-5-yl)acrylamide ClC=1C=CC(=C(C1)NC(\C=C\C=1C=CC2=C(NC(O2)=O)C1)=O)C